CC1(NC(CC(C1)N1C=CC2=C1N=NC(=C2)C2=C(C=C(C=C2)N2N=NC=C2)O)(C)C)C 2-[7-(2,2,6,6-tetramethylpiperidin-4-yl)-7H-pyrrolo[2,3-c]pyridazin-3-yl]-5-(1H-1,2,3-triazol-1-yl)phenol